FC(C=1C(=C(C=CC1)[C@@H](C#C)NC=1C2=C(N=CN1)N(C(C(=C2)C2(CN(CC2)C(=O)OC(C)(C)C)O)=O)C)F)F tert-butyl 3-(4-{[(1R)-1-[3-(difluoromethyl)-2-fluorophenyl]prop-2-yn-1-yl]amino}-8-methyl-7-oxo-7H,8H-pyrido[2,3-d]pyrimidin-6-yl)-3-hydroxypyrrolidine-1-carboxylate